4-[2-(methylsulfanyl)ethyl]Piperazine-1-carboxylic acid tert-butyl ester C(C)(C)(C)OC(=O)N1CCN(CC1)CCSC